BrC=1C=2N(N=C(C1)Cl)C=C(N2)C2=CC=NC=C2 8-bromo-6-chloro-2-(pyridin-4-yl)imidazo[1,2-b]pyridazine